CN1N=C2C=CC=C(C2=C1)C1=NN(C2=C(C=CC=C12)C)C=1C=CC(=NC1)NC1CC(NC1)=O 4-[(5-{2',7-dimethyl-1H,2'H-[3,4'-biindazol]-1-yl}pyridin-2-yl)amino]pyrrolidin-2-one